Ethyl 6-methyl-2-(5-methylpyridin-3-yl)imidazo[1,2-b]pyridazine-3-carboxylate CC=1C=CC=2N(N1)C(=C(N2)C=2C=NC=C(C2)C)C(=O)OCC